2-hydroxy-2-methyl-1-(4-(phenylthio)phenyl)propan-1-one OC(C(=O)C1=CC=C(C=C1)SC1=CC=CC=C1)(C)C